FC=1C=C(C=CC1F)C1=CC=C(C=C1)CCNC([C@H](CCC)NC(O)=O)=O.CC1=C(OC=C1)CC=C(C)C 3-methyl-2-(3-methyl-2-butenyl)furan (S)-(1-((2-(3',4'-difluoro-[1,1'-biphenyl]-4-yl)ethyl)amino)-1-oxopent-2-yl)carbamate